N[C@H]1CS(C2=C(N(C1=O)CC1=CC=C(C=C1)OC(F)(F)F)C=C(C(=C2)F)C2=NOC(=N2)C(C(F)(F)F)N)(=O)=O (3R)-3-amino-7-[5-(1-amino-2,2,2-trifluoro-ethyl)-1,2,4-oxadiazol-3-yl]-8-fluoro-1,1-dioxo-5-[[4-(trifluoromethoxy)phenyl]methyl]-2,3-dihydro-1lambda6,5-benzothiazepin-4-one